C(CCCCCCCCCCCCCCCCCCCCCCCCCC)(=O)OC([C@@H](N)CO)=O seryl heptacosanoate